4-(2-(6-benzyl-5-azaspiro[2.4]heptan-5-yl)-6-((4-methoxybenzyl)oxy)pyrimidin-4-yl)morpholine C(C1=CC=CC=C1)C1N(CC2(CC2)C1)C1=NC(=CC(=N1)N1CCOCC1)OCC1=CC=C(C=C1)OC